OCCN(C(CNS(=O)(=O)C1=CC=C2C=CNC2=C1)C1=CN(C2=CC=CC=C12)C)C N-(2-((2-hydroxyethyl)(methyl)amino)-2-(1-methyl-1H-indol-3-yl)ethyl)-1H-indole-6-sulfonamide